ClC1=CC(=NC(=N1)SC)OCC(C#N)(C)C 3-((6-CHLORO-2-(METHYLTHIO)PYRIMIDIN-4-YL)OXY)-2,2-DIMETHYLPROPANENITRILE